BrC1=C(C=C(C(=C1)Cl)C1CC1)OCC=C 1-bromo-5-chloro-4-cyclopropyl-2-(prop-2-en-1-yloxy)benzene